N-(3-fluoro-4-((3-((3-hydroxy-2,2-dimethyl-propyl)amino)-1H-pyrazolo[3,4-b]-pyridin-4-yl)oxy)-phenyl)-2-(4-fluoro-phenyl)-3-oxo-2,3-dihydropyridazine-4-carboxamide FC=1C=C(C=CC1OC1=C2C(=NC=C1)NN=C2NCC(CO)(C)C)NC(=O)C=2C(N(N=CC2)C2=CC=C(C=C2)F)=O